(±)-1-[(2-bromo-3-methoxyphenyl)methyl]-6-[[(tert-butyldimethylsilyl)oxy]methyl]piperidin-2-one BrC1=C(C=CC=C1OC)CN1C(CCC[C@@H]1CO[Si](C)(C)C(C)(C)C)=O |r|